N,N'-bis[4-[bis(3-methylphenyl)amino]phenyl]-N,N'-diphenyl-[1,1'-biphenyl]-4,4'-diamine CC=1C=C(C=CC1)N(C1=CC=C(C=C1)N(C1=CC=C(C=C1)C1=CC=C(C=C1)N(C1=CC=CC=C1)C1=CC=C(C=C1)N(C1=CC(=CC=C1)C)C1=CC(=CC=C1)C)C1=CC=CC=C1)C1=CC(=CC=C1)C